CC1=C(C=NC(=C1)C)C1=NN2C(N(C3=C(C2=O)CN(C3=O)C(C)C)CC(=O)NC3=NC=C(C=C3)F)=C1 2-[2-(4,6-dimethylpyridin-3-yl)-5,8-dioxo-6-(propan-2-yl)-5,6,7,8-tetrahydro-4H-pyrazolo[1,5-a]pyrrolo[3,4-d]pyrimidin-4-yl]-N-(5-fluoropyridin-2-yl)acetamide